FC(F)(F)C(C(=O)O)(C)C=1SC=CC1 trifluoromethyl-thiophenylpropionic acid